CO/C=C(/C(=O)O)\C (2E)-3-METHOXY-2-METHYL-2-PROPENOIC ACID